(2S)-3-(7-fluoro-1H-indol-3-yl)-2-hydroxy-propionic acid FC=1C=CC=C2C(=CNC12)C[C@@H](C(=O)O)O